COC(C=CCCC(C(=O)NC=1C(N(C=CC1)CC(=O)NCC(CC)CC)=O)NC(=O)OC(C)(C)C)=O 6-(tert-butoxycarbonylamino)-7-(1-(2-(2-ethylbutylamino)-2-oxoethyl)-2-oxo-1,2-dihydro-pyridin-3-ylamino)-7-oxohept-2-enoic acid methyl ester